C1(CC1)N1N=CC(=C1)NC1=NC=C(C(=N1)NC1=CC=C2C=NN(C2=C1OC([2H])([2H])[2H])CC)C(=O)NC([2H])([2H])[2H] ((1-cyclopropyl-1H-pyrazol-4-yl)amino)-4-((1-ethyl-7-(methoxy-d3)-1H-indazol-6-yl)amino)-N-(methyl-d3)pyrimidine-5-carboxamide